2-[4-(4-hydroxyphenyl)piperazin-1-yl]-N,N-dimethyl-2-phenylacetamide OC1=CC=C(C=C1)N1CCN(CC1)C(C(=O)N(C)C)C1=CC=CC=C1